N[C@H](C(=O)OC)CC1(CC1)C methyl (S)-2-amino-3-(1-methylcyclopropyl)propanoate